4-chloro-3,5-dimethylpyrazole-1-carbodithioic acid ClC=1C(=NN(C1C)C(=S)S)C